C(C1=CC=CC=C1)ON1C(C2(C1)N(C(CC2)CN(C)[C@H](C(=O)N(C)C)[C@@H](C)O)C(=O)OC(C)(C)C)=O Tert-Butyl 2-(benzyloxy)-6-((((2S,3R)-1-(dimethylamino)-3-hydroxy-1-oxobutan-2-yl)(methyl)amino)methyl)-1-oxo-2,5-diazaspiro[3.4]octane-5-carboxylate